tert-butyl 4-((dimethylamino)methyl)-N-(2,4,5,6-tetrahydro-1H-cyclobuta[f]inden-3-ylcarbamoyl)phenylsulfonimidoylcarbamate CN(C)CC1=CC=C(C=C1)S(=O)(=N)N(C(OC(C)(C)C)=O)C(NC1=C2C(=CC=3CCCC13)CC2)=O